2-(3-oxa-7,9-diazabicyclo[3.3.1]nonan-9-yl)-4-(5-(difluoromethyl)-1,3,4-thiadiazol-2-yl)-N-(1-methylcyclopropyl)quinazoline-6-sulfonamide C12COCC(CNC1)N2C2=NC1=CC=C(C=C1C(=N2)C=2SC(=NN2)C(F)F)S(=O)(=O)NC2(CC2)C